(3S)-1,2,3,4-Tetrahydroisoquinoline C1NCCC2=CC=CC=C12